p-bromophenyl-L-phenylalanine BrC1=CC=C(C[C@H](NC2=CC=CC=C2)C(=O)O)C=C1